C1(CC1)C=1C=NC(=NC1)N[C@H](C(=O)O)CCN(CCCCC1=NC=2NCCCC2C=C1)C[C@@H](C)OC (S)-2-((5-cyclopropylpyrimidin-2-yl)amino)-4-(((R)-2-methoxypropyl)(4-(5,6,7,8-tetrahydro-1,8-naphthyridin-2-yl)butyl)amino)butanoic acid